1-(3-bromopropoxy)-3-((2-ethylhexyl)oxy)-5-pentadecylbenzene BrCCCOC1=CC(=CC(=C1)CCCCCCCCCCCCCCC)OCC(CCCC)CC